8-chloro-2-(1-((3S,4S)-3-fluoro-1-(2,2,2-trifluoroethyl)piperidin-4-yl)-1H-pyrazol-4-yl)-7-((2-methyl-1H-benzo[d]imidazol-6-yl)oxy)quinoxaline ClC=1C(=CC=C2N=CC(=NC12)C=1C=NN(C1)[C@@H]1[C@H](CN(CC1)CC(F)(F)F)F)OC=1C=CC2=C(NC(=N2)C)C1